4-(1-(2-Chloro-4-((methylamino)methyl)phenyl)-1H-pyrazol-4-yl)-2-(((3R,4S)-1-(ethylsulfonyl)-3-fluoropiperidin-4-yl)amino)pyrimidine-5-carbonitrile ClC1=C(C=CC(=C1)CNC)N1N=CC(=C1)C1=NC(=NC=C1C#N)N[C@@H]1[C@@H](CN(CC1)S(=O)(=O)CC)F